ClC=1C=C(C=CC1F)C=1N=CN(C1C=1C=CC=2N(N1)C(=CN2)C(=O)N)CCCCl 6-(4-(3-chloro-4-fluorophenyl)-1-(3-chloro-propyl)-1H-imidazol-5-yl)imidazo[1,2-b]pyridazine-3-carboxamide